BrC=1C=C(SC1C1=CC=C(C=C1)OC)C1=CC=C(C#N)C=C1 4-(4-bromo-5-(4-methoxyphenyl)thiophen-2-yl)benzonitrile